S(=O)(=O)(C1=CC=C(C)C=C1)OCCOCCOCCOCCOCCOCCOCCOCCOS(=O)(=O)C1=CC=C(C)C=C1 octaethylene glycol ditosylate